BrC1=CC(=C2CN(C(NC2=C1)=O)C1CCC(CC1)C(=O)NC1=CC(=C(C=C1)C)OC)C 4-(7-bromo-5-methyl-2-oxo-1,4-dihydroquinazolin-3-yl)-N-(3-methoxy-4-methyl-phenyl)cyclohexanecarboxamide